OC1=C(C=CC(=C1C)OCCCCCC)C1=NC(=NC(=N1)C1=C(C(=C(C=C1)OCCCCCC)C)O)C1=C(C(=C(C=C1)OCCCCCC)C)O tris[2-hydroxy-3-methyl-4-hexyloxyphenyl]-1,3,5-triazine